ClC1=CC=NC=2CCN=C(C12)C 4-chloro-5-methyl-7,8-dihydro-1,6-naphthyridine